3,3'-(1,4-Phenylene)bis(5-amino-1,2,4-triazole) C1(=CC=C(C=C1)C1=NNC(=N1)N)C1=NNC(=N1)N